1-Benzyl-2-methylimidazole C(C1=CC=CC=C1)N1C(=NC=C1)C